7-bromo-6-hydroxy-2-(2-methylbiphenyl-3-yl)-1,3-benzoxazole-5-carboxylic acid methyl ester COC(=O)C=1C(=C(C2=C(N=C(O2)C=2C(=C(C=CC2)C2=CC=CC=C2)C)C1)Br)O